4-(2-(6-(2,4-dimethylphenyl)-1,1-dioxido-1,2,6-thiadiazinan-2-yl)acetamido)adamantane-1-carboxamide CC1=C(C=CC(=C1)C)N1CCCN(S1(=O)=O)CC(=O)NC1C2CC3(CC(CC1C3)C2)C(=O)N